O1C2=C(OCC1)C=C(C=C2)NC(CN2N=C(C=CC2=O)C2=CC=CC=C2)=O N-(2,3-dihydrobenzo[b][1,4]dioxin-6-yl)-2-(6-oxo-3-phenylpyridazin-1(6H)-yl)acetamide